N1(CCCC1)C=1C=C2C(=CC=NC2=CC1)N 6-(pyrrolidin-1-yl)quinolin-4-amine